1-((6-cyclopropylimidazo[1,2-a]pyridin-2-yl)methyl)-N-(4-methoxybenzyl)-1H-imidazo[4,5-c]pyridin-6-amine C1(CC1)C=1C=CC=2N(C1)C=C(N2)CN2C=NC=1C=NC(=CC12)NCC1=CC=C(C=C1)OC